(2S,4r)-1-[(2S)-2-(4-cyclopropyl-triazol-1-yl)-3,3-dimethyl-butyryl]-N-(1,2-dimethyl-3-piperidinyl)-4-hydroxy-pyrrolidine-2-carboxamide C1(CC1)C=1N=NN(C1)[C@H](C(=O)N1[C@@H](C[C@H](C1)O)C(=O)NC1C(N(CCC1)C)C)C(C)(C)C